isopropylammonium 3,3-diphenylpropionate C1(=CC=CC=C1)C(CC(=O)[O-])C1=CC=CC=C1.C(C)(C)[NH3+]